FC=1C=C(C=NC1)N1N=C(C=C(C1=O)C(=O)N[C@H](C)C(C)(C)O)C=1C=NC(=CC1)C(F)(F)F 2-(5-fluoropyridin-3-yl)-N-[(2R)-3-hydroxy-3-methylbutan-2-yl]-3-oxo-6-[6-(trifluoro-methyl)pyridin-3-yl]-2,3-dihydropyridazine-4-carboxamide